2-[[4-[6-[(5-carbamoyl-2-pyridyl)methoxy]-2-pyridyl]-2,5-difluoro-phenyl]methyl]-3-[[(2S)-oxetan-2-yl]methyl]benzimidazole-5-carboxylic acid C(N)(=O)C=1C=CC(=NC1)COC1=CC=CC(=N1)C1=CC(=C(C=C1F)CC=1N(C2=C(N1)C=CC(=C2)C(=O)O)C[C@H]2OCC2)F